ClC=1C=CC(=C(C1)NC1=NC=2N(C(=C1)NC)N=CC2C(=O)NC2CC2)OC(F)(F)F 5-((5-chloro-2-(trifluoromethoxy)phenyl)amino)-N-cyclopropyl-7-(methylamino)pyrazolo[1,5-a]pyrimidine-3-carboxamide